4-[4-(3-Chloropyridin-2-yl)-4-cyanocyclohexyl]-1,4-diazepan-1-carboxylic acid ethyl ester C(C)OC(=O)N1CCN(CCC1)C1CCC(CC1)(C#N)C1=NC=CC=C1Cl